NC1=C(C=C(C=C1)F)C(C(=O)OC(C)(C)C)(C)C tert-butyl 2-(2-amino-5-fluorophenyl)-2-methylpropanoate